4-[6-(5-amino-3-methylpyridin-2-yl)-4-{[(4-methoxyphenyl)methyl]amino}-7-vinyl-5H-pyrrolo[3,2-d]pyrimidin-5-yl]-2-fluorophenol NC=1C=C(C(=NC1)C1=C(C=2N=CN=C(C2N1C1=CC(=C(C=C1)O)F)NCC1=CC=C(C=C1)OC)C=C)C